C(C=1C(C(=O)[O-])=CC(C(=O)[O-])=CC1)(=O)[O-].[Fr+].[Fr+].[Fr+] Francium trimellitate